C(CC)NC(C(O)C)=O N-propyl-lactamide